4-chlorobenzyl (S)-(4-(2-(3-methoxypiperidin-1-yl)-2-oxoethyl)phenyl)carbamate CO[C@@H]1CN(CCC1)C(CC1=CC=C(C=C1)NC(OCC1=CC=C(C=C1)Cl)=O)=O